BrC1=CC=2N=C(NC(C2S1)=O)[C@@H]1[C@H]2C[C@H]2CN1C(=O)OC(C)(C)C tert-butyl (1S,2S,5R)-2-(6-bromo-4-oxo-3,4-dihydrothieno[3,2-d]pyrimidin-2-yl)-3-azabicyclo[3.1.0]hexane-3-carboxylate